[Si](C)(C)(C(C)(C)C)OC[C@H]1N(CC(C(C1)O)(C)C)C(=O)OC(C)(C)C tert-butyl (2S)-2-(((tert-butyldimethylsilyl) oxy) methyl)-4-hydroxy-5,5-dimethylpiperidine-1-carboxylate